C(C)(C)(C)OC(=O)N1C(CCCC1)C1=C(C=CC(=C1)Cl)C=O (5-chloro-2-formylphenyl)piperidine-1-carboxylic acid tert-butyl ester